N-(4-sulfamoylphenyl)-7-hydroxycoumarin-3-carboxamide S(N)(=O)(=O)C1=CC=C(C=C1)NC(=O)C=1C(OC2=CC(=CC=C2C1)O)=O